(2-(2-amino-3,3-dimethylcyclopentyl)-7-methoxy-2H-indazol-3-yl)methanol NC1C(CCC1(C)C)N1N=C2C(=CC=CC2=C1CO)OC